BrC1=CC(=C(C=C1F)NS(=O)(=O)C1=CNC2=NC(=CC=C21)OC)F N-(4-bromo-2,5-difluorophenyl)-6-methoxy-1H-pyrrolo[2,3-b]pyridine-3-sulfonamide